(2S,3R,4R,5S)-3-(3,4-Difluoro-2-methoxyphenyl)-N-(2-((S)-2,3-dihydroxypropoxy)pyridin-4-yl)-4,5-dimethyl-5-(trifluoromethyl)tetrahydrofuran-2-carboxamide FC=1C(=C(C=CC1F)[C@@H]1[C@H](O[C@@]([C@@H]1C)(C(F)(F)F)C)C(=O)NC1=CC(=NC=C1)OC[C@H](CO)O)OC